2-(4,4-difluorocyclohexyl)-6-(1-(4-nitro-2-(6-azaspiro[2.5]octan-6-yl)phenyl)-1H-pyrazol-4-yl)pyridazin-3(2H)-one FC1(CCC(CC1)N1N=C(C=CC1=O)C=1C=NN(C1)C1=C(C=C(C=C1)[N+](=O)[O-])N1CCC2(CC2)CC1)F